1-(6-bromo-1-methyl-1H-benzo[d]imidazol-2-yl)-N-methyl-N-(oxetan-3-ylmethyl)methylamine BrC=1C=CC2=C(N(C(=N2)CN(CC2COC2)C)C)C1